1-(4-fluorophenyl)-6-(methylsulfonyl)-N-((S)-quinuclidin-3-yl)-3,4-dihydroisoquinoline-2(1H)-carboxamide FC1=CC=C(C=C1)C1N(CCC2=CC(=CC=C12)S(=O)(=O)C)C(=O)N[C@@H]1CN2CCC1CC2